5-amino-1-(4-(2-butynoyl)-4-azaspiro[2.5]oct-6-yl)-3-(4-((5-chloropyridin-2-yl)oxy)phenyl)-1H-pyrazole-4-carboxamide NC1=C(C(=NN1C1CN(C2(CC2)CC1)C(C#CC)=O)C1=CC=C(C=C1)OC1=NC=C(C=C1)Cl)C(=O)N